NC1=C2C(=NC=N1)N(N=C2C2=NOC(=C2C2=NC=C(C=N2)C2CCN(CC2)C(=O)NCC(=O)OC(C)(C)C)C2CC2)C(C)(C)C tert-butyl 2-[[4-[2-[3-(4-amino-1-tert-butyl-pyrazolo[3,4-d]pyrimidin-3-yl)-5-cyclopropyl-isoxazol-4-yl]pyrimidin-5-yl]piperidine-1-carbonyl]amino]acetate